(9aS)-8-oxo-octahydropyrido[2,1-c][1,4]oxazine-7-carboxylic acid methyl ester COC(=O)C1C(C[C@H]2COCCN2C1)=O